2-acetylenyl-trimethylsilicon C#C[Si](C)(C)C